(4-(8-fluoro-2-(((2R,7aS)-2-fluorotetra-hydro-1H-pyrrolizin-7a(5H)-yl)methoxy)-4-(1,4-oxazepan-4-yl)pyrido[4,3-d]pyrimidin-7-yl)naphthalen-2-yl)methanol FC1=C(N=CC2=C1N=C(N=C2N2CCOCCC2)OC[C@]21CCCN1C[C@@H](C2)F)C2=CC(=CC1=CC=CC=C21)CO